(2-(4-fluorophenyl)-1,4-dioxan-2-yl)methanamine FC1=CC=C(C=C1)C1(OCCOC1)CN